ClC=1C=C(C=CC1)N1CCN(CC1)C(CCC(CC)=O)=O 1-[4-(3-chlorophenyl)piperazin-1-yl]hexane-1,4-dione